NC1=NNC2=C1C(NC2C2CCN(CC2)C2CNC2)=O 3-amino-6-(1-(azetidin-3-yl)piperidin-4-yl)-1H-pyrazolo[4,3-c]pyrrolidone